NC1=C(C2=C(S1)C(=CC=C2C2=C1C(=CN3C1=C(C=C2F)C(N2[C@H](CC3)CNCC2)=O)C)F)C#N 2-Amino-7-fluoro-4-((R)-2-fluoro-4-methyl-14-oxo-8,8a,9,10,11,12-hexahydro-7H,14H-pyrazino[1',2':5,6][1,5]diazocino[3,2,1-hi]indol-3-yl)benzo[b]thiophene-3-carbonitrile